C1(=CC=CC=C1)S(=O)(=O)C1(CC(=C(CC1)C)C)C(=O)O 1-Phenylsulfonyl-3,4-dimethyl-3-cyclohexenecarboxylic acid